7-(4-chlorobenzyl)-8-(4-(dimethylamino)cyclohex-1-en-1-yl)-1-(3-hydroxypropyl)-3-methyl-3,7-dihydro-1H-purine-2,6-dione ClC1=CC=C(CN2C(=NC=3N(C(N(C(C23)=O)CCCO)=O)C)C2=CCC(CC2)N(C)C)C=C1